(S)-2-(4-(6-((4-chloro-2-fluorobenzyl)oxy)pyridin-2-yl)-2,5-difluorobenzyl)-1-(oxetan-2-ylmethyl)-1H-benzo[d]imidazole-6-carboxylic acid ClC1=CC(=C(COC2=CC=CC(=N2)C2=CC(=C(CC3=NC4=C(N3C[C@H]3OCC3)C=C(C=C4)C(=O)O)C=C2F)F)C=C1)F